BrC(C(=O)NC1=C(C=C(C=C1)C(F)(F)F)Cl)(C)C 2-bromo-N-(2-chloro-4-(trifluoromethyl)phenyl)-2-methylpropanamide